(R)-3-(2-((phenylmethyl)sulfonamido)-4-(4-(4-((6-(trifluoromethyl)pyridazin-3-yl)oxy)-phenyl)piperidine-1-carbonyl)phenoxy)pyrrolidin-1-ium 2,2,2-trifluoroacetate FC(C(=O)[O-])(F)F.C1(=CC=CC=C1)CS(=O)(=O)NC1=C(O[C@H]2C[NH2+]CC2)C=CC(=C1)C(=O)N1CCC(CC1)C1=CC=C(C=C1)OC=1N=NC(=CC1)C(F)(F)F